5-(benzyloxy)-N-(2-(dimethylamino)-2-phenylethyl)-2-methylbenzofuran-3-carboxamide C(C1=CC=CC=C1)OC=1C=CC2=C(C(=C(O2)C)C(=O)NCC(C2=CC=CC=C2)N(C)C)C1